CC(C)(C)OC(=O)N[C@@H](CCC(=O)O)C(=O)OC Boc-L-glutamic acid alpha-methyl ester